ClC=1N=CC(=NC1)CNC(=O)C1=C(C2=C(C[C@@H](C3=CN(N=C23)C[C@@H]2OCCOC2)C)O1)C(F)(F)F (4S)-N-[(5-Chloropyrazin-2-yl)methyl]-2-{[(2S)-1,4-dioxan-2-yl]methyl}-4-methyl-8-(trifluoromethyl)-4,5-dihydro-2H-furo[2,3-g]indazol-7-carboxamid